ethyl-methyl-naphthyl-hexadecyl-ammonium chloride [Cl-].C(C)[N+](CCCCCCCCCCCCCCCC)(C1=CC=CC2=CC=CC=C12)C